N-(5-(5-(7-methyl-3,7-diazabicyclo[3.3.1]non-3-yl)benzo[d]oxazol-2-yl)-8-(methylamino)-2,7-naphthyridin-3-yl)cyclopropanecarboxamide CN1CC2CN(CC(C1)C2)C=2C=CC1=C(N=C(O1)C1=C3C=C(N=CC3=C(N=C1)NC)NC(=O)C1CC1)C2